FC(C=1C=C(C#N)C=C(C1)F)F 3-(difluoromethyl)-5-fluorobenzonitrile